13-octacosene CCCCCCCCCCCCC=CCCCCCCCCCCCCCC